6-fluorobenzo[d][1,3]thiazole FC1=CC2=C(N=CS2)C=C1